N-methyl-benzisothiazolinone CN1CC2=CC=CC=C2S1=O